C12(CC3CC(CC(C1)C3)C2)P(CCCC)C23CC1CC(CC(C2)C1)C3 di-(adamantyl)-n-butylphosphine